n-eicosyl ether C(CCCCCCCCCCCCCCCCCCC)OCCCCCCCCCCCCCCCCCCCC